1-((5-(tert-butoxycarbonyl)-6-methoxypyridin-3-yl)methoxy)cyclopropane-1-carboxylic acid C(C)(C)(C)OC(=O)C=1C=C(C=NC1OC)COC1(CC1)C(=O)O